(4,4-dimethyl-1,3,2-dioxaborolan-2-yl)-8-methoxy-N-[(1R)-1-[3-nitro-5-(trifluoromethyl)phenyl]ethyl]pyrazolo[1,5-a]quinazolin-5-amine CC1(OB(OC1)C1=NN2C(N=C(C3=CC=C(C=C23)OC)N[C@H](C)C2=CC(=CC(=C2)C(F)(F)F)[N+](=O)[O-])=C1)C